rubidium quinolate N1=C(C=CC2=CC=CC=C12)C(=O)[O-].[Rb+]